Racemic-3-(3-chloro-4-fluorophenyl)-1-(1-(7,8-difluoro-1-oxo-1,2-dihydroisoquinolin-4-yl)ethyl)-1-methylurea ClC=1C=C(C=CC1F)NC(N(C)[C@H](C)C1=CNC(C2=C(C(=CC=C12)F)F)=O)=O |r|